C(#N)C=1C(=C(C(=NC1)C(=O)NC=1C=C2C(=NNC2=CC1)[C@H]1C(C1)C1=CC=CC=C1)C)C 5-cyano-3,4-dimethyl-N-(3-((1R)-2-phenylcyclopropyl)-1H-indazol-5-yl)picolinamide